OC1=C(C=C(C(=C1)O)C(C)C)C=1N(C(=NN1)C(=O)NCC)C1=CC=C(C=C1)CN1CCNCC1 (2,4-dihydroxy-5-isopropyl-phenyl)-N-ethyl-4-[4-(piperazin-1-ylmethyl)phenyl]-1,2,4-triazole-3-carboxamide